COC1=C(C=C(C(=O)NC2(CC3=CC=CC=C3C2)C(=O)O)C=C1)OCCC=1C=C(C=CC1)C 2-[4-methoxy-3-(2-m-tolyl-ethoxy)-benzamido]-indan-2-carboxylic acid